1,4-dihydroxy-3,6-diisobutylpiperazine-2,5-dione ON1C(C(N(C(C1CC(C)C)=O)O)CC(C)C)=O